F[C@@H]1[C@H](C[C@@]2(CC[C@H]1N2)C)OC=2N=NC(=CN2)C2=C(C=C(C=C2)N2C=NC=C2)O 2-(3-(((1S,3S,4S,5R)-4-fluoro-1-methyl-8-azabicyclo[3.2.1]octan-3-yl)oxy)-1,2,4-triazin-6-yl)-5-(1H-imidazol-1-yl)phenol